N=1N(N=CC1)C1=CC=C(C=C1)C=1OC(=C(N1)CN1CCC(CC1)OC1=CC=C(C=C1)OC(F)(F)F)C 2-(4-(2H-1,2,3-triazol-2-yl)phenyl)-5-methyl-4-((4-(4-(trifluoromethoxy)phenoxy)piperidin-1-yl)methyl)oxazole